3-[3-(2-chloro-6-methyl-4-pyridyl)-5-[[rac-(1R)-2-hydroxy-1,2-dimethyl-propyl]amino]pyrazolo[1,5-a]pyrimidin-2-yl]benzonitrile ClC1=NC(=CC(=C1)C=1C(=NN2C1N=C(C=C2)N[C@@H](C(C)(C)O)C)C=2C=C(C#N)C=CC2)C |r|